C(C)(=O)C=1C=C(C=C2C(=C(C(=NC12)C1CCOCC1)C1CC1)C#N)F 8-acetyl-3-cyclopropyl-6-fluoro-2-tetrahydropyran-4-yl-quinoline-4-carbonitrile